[In].[Sn].C(CCC)OCC(C)O 1-n-butoxy-2-propanol Tin-Indium